1-N-benzyl-4-(5-(bromodifluoromethyl)-1,2,4-oxadiazol-3-yl)benzamide C(C1=CC=CC=C1)NC(C1=CC=C(C=C1)C1=NOC(=N1)C(F)(F)Br)=O